OC(C)C12CN(CC(C1)C2)C(=O)OC(C)(C)C tert-butyl 1-(1-hydroxyethyl)-3-azabicyclo[3.1.1]heptane-3-carboxylate